tert-butyl (1R,5S)-1-[[2-[(4,4-difluorocyclohexyl)amino]-1-(5-fluoro-3-pyridyl)-2-oxo-ethyl]-[4-(pentafluoro-λ6-sulfanyl)phenyl]carbamoyl]-2-azabicyclo[3.1.0]hexane-2-carboxylate FC1(CCC(CC1)NC(C(C=1C=NC=C(C1)F)N(C(=O)[C@@]12N(CC[C@H]2C1)C(=O)OC(C)(C)C)C1=CC=C(C=C1)S(F)(F)(F)(F)F)=O)F